(S)-5-(4-hydroxy-4-methylisoxazolidine-2-carbonyl)-1-isobutyl-3-methyl-6-(naphthalen-1-ylmethyl)-1,6-dihydro-2H-pyrrolo[3,4-d]pyrimidine-2,4(3H)-dione O[C@]1(CN(OC1)C(=O)C=1N(C=C2N(C(N(C(C21)=O)C)=O)CC(C)C)CC2=CC=CC1=CC=CC=C21)C